4-(4-amino-6-(4-methacrylamido-phenyl)-7-methyl-7H-pyrrolo[2,3-d]pyrimidin-5-yl)-2-fluoro-N-(2-methoxy-2-methylpropyl)benzamide NC=1C2=C(N=CN1)N(C(=C2C2=CC(=C(C(=O)NCC(C)(C)OC)C=C2)F)C2=CC=C(C=C2)NC(C(=C)C)=O)C